N=1N(N=CC1)C1=C(C=C(C=N1)NC(=O)C1=CC(=C(C=C1F)C1=C(C=C(C=C1)F)F)F)C(F)(F)F N-(6-(2H-1,2,3-triazol-2-yl)-5-(trifluoromethyl)pyridin-3-yl)-2,2',4',5-tetrafluoro-[1,1'-biphenyl]-4-carboxamide